BrC1=CC(=C(C=C1)C[C@@H](C#N)NC(OC(C)(C)C)=O)OC tert-butyl (S)-(2-(4-bromo-2-methoxyphenyl)-1-cyanoethyl)carbamate